ClC=1C(N(C(C1Cl)O)CCC1=CC=CC=C1)=O 3,4-dichloro-5-hydroxy-1-phenethyl-1H-pyrrol-2(5H)-one